NC=1N=C(SC1C(C1=CC=CC=C1)=O)N(C1=C(C=C(C=C1)F)Cl)C(C(=O)N)C (N-(4-Amino-5-benzoylthiazol-2-yl)-2-chloro-4-fluoroanilino)propanamid